D-pantothenic acid C(CCNC([C@@H](O)C(C)(C)CO)=O)(=O)O